[Si](C1=CC=CC=C1)(C1=CC=CC=C1)(C(C)(C)C)OC1=CC(=C(C=O)C(=C1)F)F 4-((tert-butyldiphenylsilyl)oxy)-2,6-difluorobenzaldehyde